C1(=CC=CC=C1)N(C=1C=CC=2N(C3=CC=CC=C3C2C1)C1=CC=CC=C1)C=1C=CC=2N(C3=CC=CC=C3C2C1)C1=CC=CC=C1 phenyl-bis(9-phenyl-9H-carbazol-3-yl)amine